C(N)(=O)N\N=C(\C(=O)OCC)/C ethyl (E)-2-(2-carbamoylhydrazono)propionate